C(CCC)[C@H]1N(S(C2=C(N(C1)C1=CC=C(C=C1)F)C=C(C(=C2)OCC2CC2)SC)(=O)=O)C (R)-1-(((3-Butyl-5-(4-fluorophenyl)-2-methyl-7-(methylthio)-1,1-dioxido-2,3,4,5-tetrahydro-1,2,5-benzothiadiazepin-8-yl)oxy)methyl)cyclopropan